CC1=C(C(CCC1)(C)C)CC/C(=C/C=C/C(=C/CO)/C)/C The molecule is a retinoid obtained by formal hydrogenation across the 7,8-double bond of all-trans-retinol It has a role as a marine xenobiotic metabolite. It is a retinoid and a primary alcohol.